C(CCCCCCCCCCC)[N+](C)(C)C dodecyltrimethylammonium